benzyl 3,3-dimethyl-2-[(2,2,2-trifluoro-1-methyl-ethyl)amino]butanoate CC(C(C(=O)OCC1=CC=CC=C1)NC(C(F)(F)F)C)(C)C